5-{4-[4-(5-cyclopropyl-3-methylpyridin-2-yl)piperazine-1-carbonyl]phenyl}-5-isopropylimidazolidine-2,4-dione C1(CC1)C=1C=C(C(=NC1)N1CCN(CC1)C(=O)C1=CC=C(C=C1)C1(C(NC(N1)=O)=O)C(C)C)C